C(C)(=O)NNC(=O)C1=CC=C2C=CNC2=C1 indole-6-carboxylic acid N'-acetyl-hydrazide